(1S,3R)-3-acetamido-N-(4-bromo-5-chloro-2-pyridyl)cyclohexanecarboxamide C(C)(=O)N[C@H]1C[C@H](CCC1)C(=O)NC1=NC=C(C(=C1)Br)Cl